FC(C1=C(C=NC(=C1)C1=CC=NC2=CC(=CC(=C12)F)F)OC[C@](CC(C)C)(N)C)F (S)-1-((4-(difluoromethyl)-6-(5,7-difluoroquinolin-4-yl)pyridin-3-yl)oxy)-2,4-dimethylpentan-2-amine